CC1=NN(C(C(=C1C1=C(C=C(OC2=NC=CC=C2C(=O)OC)C=C1)C)C)=O)C1OCCCC1 methyl 2-{4-[3,5-dimethyl-6-oxo-1-(tetrahydro-2H-pyran-2-yl)-1,6-dihydropyridazin-4-yl]-3-methylphenoxy}pyridine-3-carboxylate